O=C1C(C(C(C(C(C1=O)=O)=O)=O)=O)=O heptaketocycloheptane